1-(2-(1-((1r,2s,5r)-2-isopropyl-5-methylcyclohexane-1-carbonyl)-4-(p-tolyl)-1H-imidazol-2-yl)piperidin-1-yl)-2-(methylsulfanyl)propan-1-one C(C)(C)[C@H]1[C@@H](C[C@@H](CC1)C)C(=O)N1C(=NC(=C1)C1=CC=C(C=C1)C)C1N(CCCC1)C(C(C)SC)=O